tert-Butyl 3-(5-(3-((4-(benzyloxy)phenyl)(cyclopropylmethylamino)methyl) phenylcarbamoyl)-3-(trifluoromethyl)-1H-pyrazol-1-yl)benzylcarbamate C(C1=CC=CC=C1)OC1=CC=C(C=C1)C(C=1C=C(C=CC1)NC(=O)C1=CC(=NN1C=1C=C(CNC(OC(C)(C)C)=O)C=CC1)C(F)(F)F)NCC1CC1